ClC1=C(C=CC=C1S)C1=C(C(=O)N)C=CC=C1 (2-chloro-3-mercaptophenyl)benzamide